COS(=O)(=O)CC=1C(=C2NC(C=3N(C2=CC1)C=CC3)=O)F (6-fluoro-4-oxo-4,5-dihydropyrrolo[1,2-a]quinoxalin-7-yl)methylsulfonic acid methyl ester